2-methylphenyl-(phenyl)iodonium tetrafluoroborate F[B-](F)(F)F.CC1=C(C=CC=C1)[I+]C1=CC=CC=C1